OC1=CC=C2C(=CC(OC2=C1C(=O)N1CCCC2=CC=CC=C12)=O)C 7-hydroxy-4-methyl-8-(1,2,3,4-tetrahydroquinoline-1-carbonyl)-2H-chromen-2-one